N-(3-aminoquinolin-4-yl)-N-(5-bromo-2-chloropyrimidin-4-yl)methanesulfonamide NC=1C=NC2=CC=CC=C2C1N(S(=O)(=O)C)C1=NC(=NC=C1Br)Cl